C(C)N1C(=NC2=C1C=C(C=C2)OC2=CC(=CC=C2)S(=O)(=O)C)C(C(F)(F)F)(O)C2=CC=CC=C2 1-(1-ethyl-6-(3-(methylsulfonyl)benzeneOxy)-1H-benzo[d]Imidazol-2-yl)-2,2,2-trifluoro-1-phenylethanol